(S)-N-((R or S)-1-(3-chloro-2,4-difluorophenyl)-2-((R or S)-tetrahydro-2H-pyran-3-yl)ethyl)-2-oxoimidazolidine-4-carboxamide ClC=1C(=C(C=CC1F)[C@@H](C[C@@H]1COCCC1)NC(=O)[C@H]1NC(NC1)=O)F |o1:8,10|